Cl[SiH](N([SiH](Cl)Cl)CCCC)Cl 1,1,3,3-tetrachloro-2-n-butyldisilazane